CN(C(OC(C)(C)C)=O)CC1CN(CC1)C=1N=NC(=CN1)C1=CC=C(C=2N=CSC21)C=2C=NN(C2)C2OCCCC2 tert-butyl N-methyl-N-[[1-[6-[4-(1-tetrahydropyran-2-ylpyrazol-4-yl)-1,3-benzothiazol-7-yl]-1,2,4-triazin-3-yl]pyrrolidin-3-yl]methyl]carbamate